2-chloro-1-(5-fluoropyridin-3-yl)ethan-1-one ClCC(=O)C=1C=NC=C(C1)F